(2s)-2-{(3s)-1-[(2-cyclopropyl-4-{[tri(propan-2-yl)silyl]ethynyl}phenyl)methyl]piperidin-3-yl}propane-1,2-diol C1(CC1)C1=C(C=CC(=C1)C#C[Si](C(C)C)(C(C)C)C(C)C)CN1C[C@H](CCC1)[C@](CO)(C)O